C1(CC1)C[C@@H](C(N[C@@H](C[C@H]1C(NCC1)=O)C(COC(F)(F)F)=O)=O)NC(=O)C=1OC(=NN1)NC1=CC=CC=C1 N-((S)-3-cyclopropyl-1-oxo-1-(((S)-3-oxo-1-((S)-2-oxopyrrolidin-3-yl)-4-(trifluoromethoxy)butan-2-yl)amino)propan-2-yl)-5-(phenylamino)-1,3,4-oxadiazole-2-carboxamide